C(OC=1C(C=CN2N([C@H]3N(C(C21)=O)CCOC3)C3C2=C(SCC1=C3C=CC(=C1F)F)SC=C2)=O)(OC)=O (12aR)-12-(7,8-difluoro-4,9-dihydrothieno[2,3-c][2]benzothiepin-4-yl)-6,8-dioxo-3,4,12,12a-tetrahydro-1H-[1,4]oxazino[3,4-c]pyrido[2,1-f][1,2,4]triazin-7-yl methyl carbonate